COC1=CC=C(C=C1)C1=CC=CC=C1 4'-methoxybiphenyl